4-((2-fluorophenyl)ethynyl)-N-((3-methyloxetan-3-yl)methyl)benzamide FC1=C(C=CC=C1)C#CC1=CC=C(C(=O)NCC2(COC2)C)C=C1